ClC1=C(C=C(C(=C1)F)N1C(NC(=CC1=O)C(F)(F)F)=O)S(=O)(=O)Cl 2-Chloro-5-[2,6-dioxo-4-(trifluoromethyl)-3,6-dihydropyrimidin-1(2H)-yl]-4-fluorobenzensulfonylchlorid